FC=1C=C(C=C(C1)OC(F)(F)F)C1=CC(=NN1C=1C=NC=C(C1)C(F)(F)F)NC(=O)[C@H]1CNC([C@@H]1C)=O (3R,4R)-N-(5-(3-fluoro-5-(trifluoromethoxy)phenyl)-1-(5-(trifluoromethyl)pyridin-3-yl)-1H-pyrazol-3-yl)-4-methyl-5-oxopyrrolidine-3-carboxamide